2,5-dichloro-4,6-dimethylnicotinonitrile ClC1=C(C#N)C(=C(C(=N1)C)Cl)C